C(C)N1N=NC=C1C=1C=C(C=NC1C)N1N=C(C=CC1=O)C(=O)O 1-[5-(3-Ethyltriazol-4-yl)-6-methyl-3-pyridyl]-6-oxo-pyridazine-3-carboxylic acid